OCCOCCOCCNC(OC(C)(C)C)=O tert-butyl 2-(2-(2-hydroxy ethoxy)ethoxy)ethylcarbamate